NC1=C(C=CC(=C1)C(=O)N1CCC(CC1)(F)F)NC1=CC=C(C#N)C=C1 4-((2-amino-4-(4,4-difluoropiperidine-1-carbonyl)phenyl)amino)benzonitrile